4-(4-(5'-fluoro-1-(2-(((1-(2-methoxy-2-oxoethyl)-1H-1,2,3-triazol-4-yl)methyl)amino)-2-oxoethyl)-1'-methyl-1H,1'H-[4,6'-biindazol]-3-yl)piperidin-1-yl)-4-oxobutanoic acid FC=1C=C2C=NN(C2=CC1C=1C=2C(=NN(C2C=CC1)CC(=O)NCC=1N=NN(C1)CC(=O)OC)C1CCN(CC1)C(CCC(=O)O)=O)C